1-(methyl-d3)-4-(prop-1-en-2-yl)cyclohex-1-ene C(C1=CCC(CC1)C(=C)C)([2H])([2H])[2H]